di-tert-butyl (2S,4R,2'S,4'S)-2,2'-[(12-oxo-12H-benzo[a]xanthene-3,9-diyl)bis(1H-imidazole-5,2-diyl)]bis(4-fluoropyrrolidine-1-carboxylate) O=C1C2=CC=C(C=C2OC2=CC=C3C(=C12)C=CC(=C3)C3=CN=C(N3)[C@H]3N(C[C@H](C3)F)C(=O)OC(C)(C)C)C3=CN=C(N3)[C@H]3N(C[C@@H](C3)F)C(=O)OC(C)(C)C